ClC=1C(=NC(=NC1)NC=1C=C2C=C(NC2=CC1)C)NC1=C(C=CC=C1)P(C)C (2-((5-Chloro-2-((2-methyl-1H-indol-5-yl)amino)pyrimidin-4-yl)amino)phenyl)dimethylphosphine